NC1=C2N=CN(C2=NC=N1)CC(=O)N1[C@@H]2C[C@@H]2C[C@H]1C(=O)NC1=C(C(=CC=C1)OC)F (1R,3S,5R)-2-(2-(6-amino-9H-purin-9-yl)acetyl)-N-(2-fluoro-3-methoxyphenyl)-2-azabicyclo[3.1.0]hexane-3-carboxamide